5-Bromo-2,3-difluoro-N-(5-fluoropyridin-2-yl)benzamide BrC=1C=C(C(=C(C(=O)NC2=NC=C(C=C2)F)C1)F)F